COC(=O)C=1C=CC(=NC1)CN(S(=O)(=O)CC)C=1C=C(CN2CCN(CC2)C(=O)OC(C)(C)C)C=CC1 tert-butyl 4-(3-(N-((5-(methoxycarbonyl)pyridin-2-yl)methyl)ethylsulfonamido)benzyl)piperazine-1-carboxylate